FOF Fluorooxid